2-(2-(2,6-dioxopiperidin-3-yl)-1-oxoisoindolin-5-yl)isonicotinonitrile O=C1NC(CCC1N1C(C2=CC=C(C=C2C1)C=1C=C(C#N)C=CN1)=O)=O